C(C)(C)(C)OC(=O)N1CCC(CC1)C(NC=1N=CC2=CC=C(C=C2C1)Br)=O 4-[(6-bromo-3-isoquinolinyl)carbamoyl]Piperidine-1-carboxylic acid tert-butyl ester